3-[[1-(2,2-Difluoroethyl)-3-methyl-pyrazol-4-yl]amino]-5-(methylamino)-6-(3-methylimidazo[4,5-c]pyridin-7-yl)pyrazin-2-carboxamid FC(CN1N=C(C(=C1)NC=1C(=NC(=C(N1)NC)C=1C2=C(C=NC1)N(C=N2)C)C(=O)N)C)F